NC1=C(C(N(C2=CC(=CC=C12)Br)C1=C(C=C(C=C1)N)C)=O)C(=O)OC([2H])([2H])[2H] methyl-d3 4-amino-1-(4-amino-2-methylphenyl)-7-bromo-2-oxo-1,2-dihydroquinoline-3-carboxylate